5-(2-(Dimethylamino)ethyl)-4-methylpyridin-2(1H)-one CN(CCC=1C(=CC(NC1)=O)C)C